ClC=1C2=C(SC1C(=O)O)C=C(C=C2)C 3-chloro-6-methylbenzo[b]Thiophene-2-carboxylic acid